10-phenylphenoxazine-2,7-diamine C1(=CC=CC=C1)N1C2=CC=C(C=C2OC=2C=CC(=CC12)N)N